FC(C=1C=CC(=NC1)N1CC2CCC(C1)N2C(=O)OC(C)(C)C)(F)F tert-butyl 3-(5-(trifluoromethyl) pyridin-2-yl)-3,8-diazabicyclo[3.2.1]octane-8-carboxylate